N-{1-[2-(4-{3-[(3-chloro-2-methoxyphenyl)amino]-4-oxo-1H,5H,6H,7H-pyrrolo[3,2-c]pyridin-2-yl}pyridin-3-yl)ethynyl]cyclopropyl}prop-2-enamide ClC=1C(=C(C=CC1)NC1=C(NC2=C1C(NCC2)=O)C2=C(C=NC=C2)C#CC2(CC2)NC(C=C)=O)OC